2,6-Dimethoxy-N-(8'-(2-oxoimidazolidin-1-yl)-4'H-spiro[cyclopropane-1,5'-naphtho[2,1-d]isoxazol]-3'-yl)benzenesulfonamide COC1=C(C(=CC=C1)OC)S(=O)(=O)NC1=NOC2=C1CC1(C3=CC=C(C=C32)N3C(NCC3)=O)CC1